5-(cyclopropylmethyl)-4-(6-cyclopropylpyridin-3-yl)-2-(2-methyl-2H-indazol-5-yl)-3-oxo-3,5-dihydro-2H-pyrrolo[3,2-c]pyridazine-7-carbonitrile C1(CC1)CN1C=C(C2=NN(C(C(=C21)C=2C=NC(=CC2)C2CC2)=O)C2=CC1=CN(N=C1C=C2)C)C#N